(R)-2-methyl-N-((E)-(trans-4-(trifluoromethyl)cyclohexyl)(2-(trifluoromethyl)thiazol-4-yl)methylene)propane-2-sulfinamide CC(C)(C)[S@@](=O)/N=C(/C=1N=C(SC1)C(F)(F)F)\[C@@H]1CC[C@H](CC1)C(F)(F)F